OCCS(=O)(=O)NC1=CC(=C2C(=NC=NC2=C1)NC1=NC(=NC(=C1)C)N1C[C@H](OCC1)C)N1CCC2(CC2)CC1 (R)-2-Hydroxy-N-(4-((6-methyl-2-(2-methylmorpholino)pyrimidin-4-yl)amino)-5-(6-azaspiro[2.5]octan-6-yl)quinazolin-7-yl)ethane-1-sulfonamide